N1(C=NC2=C1C=CC=C2)C2=CC=C(C=C2)NC(=O)NC=2SC=C(N2)C 1-(4-benzimidazol-1-yl-phenyl)-3-(4-methyl-thiazol-2-yl)-urea